P(O)(=O)(OP(=O)(O)OP(=O)(O)O)OC[C@@H]1[C@H]([C@H]([C@@H](O1)N1C(=O)N=C(N)C=N1)O)O.O1C(=CC=C1)C(=O)N1CCN(CC1)[C@@H]1CC(N(C1)C1=CC=C(C=C1)C1=CC(=CC=C1)OC)=O (R)-4-(4-(furan-2-carbonyl)piperazin-1-yl)-1-(3'-methoxy-[1,1'-biphenyl]-4-yl)pyrrolidin-2-one 6-azacytidine-5'-triphosphate